The molecule is a polyunsaturated fatty acid that is octa-2,6-dienoic acid bearing two methyl substituents at positions 3 and 7 (the 2E-isomer). It has a role as a pheromone, an EC 1.14.18.1 (tyrosinase) inhibitor, a plant metabolite, an antifungal agent and a melanin synthesis inhibitor. It is a polyunsaturated fatty acid, a methyl-branched fatty acid, a monoterpenoid and an alpha,beta-unsaturated monocarboxylic acid. It is a conjugate acid of a geranate. CC(=CCC/C(=C/C(=O)O)/C)C